C(C)(=O)[O-].C(C)[NH+]1C(CCC1)CCCC 1-Ethyl-2-butylpyrrolidinium acetat